FC(C(=O)O)(F)F.FC1=C(C=CC=C1)S(=O)(=O)NC=1C(=NC=C(C1)C=1C=CC=2N=CN=C(C2N1)N1CCNCC1)OC 2-fluoro-N-(2-methoxy-5-(4-(piperazine-1-yl)pyrido[3,2-d]pyrimidin-6-yl)pyridin-3-yl)benzenesulfonamide trifluoroacetate